N-(6-chloro-4,5-dimethyl-2-pyridyl)benzenesulfonamide ClC1=C(C(=CC(=N1)NS(=O)(=O)C1=CC=CC=C1)C)C